FC=1C=C2C(N(C1)C(C(=O)NC1=C(C=CC(=C1)NC1CCNCC1)C)CC)=NC(=N2)SCC2=CC=C(C=C2)F 2-(6-fluoro-2-((4-fluorobenzyl)thio)-4H-imidazo[4,5-b]pyridin-4-yl)-N-(2-methyl-5-(piperidin-4-ylamino)phenyl)butanamide